COC(C)(C)C(=[N+]([O-])O)C1=CC=CC=C1 Methoxyhydroxyphenylisopropylnitrone